5-amino-2,3-dimethoxybenzonitrile NC=1C=C(C(=C(C#N)C1)OC)OC